8-(2,6-dimethylpyridin-4-yl)-7-(4-fluorophenyl)imidazo[1,2-c]pyrimidin-5-amine CC1=NC(=CC(=C1)C=1C=2N(C(=NC1C1=CC=C(C=C1)F)N)C=CN2)C